FCCCN1C[C@H](CC1)OC1=CC=C(C=C1)C1=C(CCCC2=C1C=CC(=C2)O)C=2C=NC(=CC2)OC 5-[4-[(3S)-1-(3-fluoropropyl)pyrrolidin-3-yl]oxyphenyl]-6-(6-methoxy-3-pyridyl)-8,9-dihydro-7H-benzo[7]annulen-2-ol